{6-[(+-)-but-2-yl]-2-tert-butyl-5,8-dioxo-5,6,7,8-tetrahydro-4H-pyrazolo[1,5-a]pyrrolo[3,4-d]pyrimidin-4-yl}acetic acid ethyl ester C(C)OC(CN1C=2N(C(C3=C1C(N(C3)[C@H](C)CC)=O)=O)N=C(C2)C(C)(C)C)=O |r|